tert-butyl 2-(1-(6-aminopyridin-3-yl) piperidine-4-carbonyl)-2,7-diazaspiro[3.5]nonane-7-carboxylate NC1=CC=C(C=N1)N1CCC(CC1)C(=O)N1CC2(C1)CCN(CC2)C(=O)OC(C)(C)C